N1-(2,6-dimethylphenyl)-N2-(di-n-butylphosphino)-2-p-tolylacetamidine CC1=C(C(=CC=C1)C)NC(CC1=CC=C(C=C1)C)=NP(CCCC)CCCC